C1(CC2C(CC1)O2)COC(=O)C2CC1C(CC2)O1 3,4-Epoxycyclohexylmethyl3,4-epoxycyclohexanecarboxylate